CC1C(N(C2=CC=CC=C12)C(=O)OC(C)(C)C)=C=O tert-Butyl 3-methyl-2-carbonylindoline-1-carboxylate